(R)-2-amino-3-(1-oxo-1,2-dihydroisoquinoline-7-carboxamido)propanoic acid N[C@@H](C(=O)O)CNC(=O)C1=CC=C2C=CNC(C2=C1)=O